COC1=NC=CC=C1N(C1=CC2=C(C=N1)N=C(N2)C2=CC(=CN2)C(=O)C2=C(C=CC=C2)C(F)(F)F)C (5-(6-((2-methoxypyridin-3-yl)(methyl)amino)-1H-imidazo[4,5-c]pyridin-2-yl)-1H-pyrrol-3-yl)(2-(trifluoromethyl)phenyl)methanone